C12(CC(C1)C2)NC(O[C@@H]2[C@@H](C[C@@H](C2)C2=CC(=NN2)NC(=O)C2=CC(=NN2C)OCC(F)F)C)=O |o1:8,9,11| rel-(1S,2R,4S)-4-(3-(3-(2,2-difluoroethoxy)-1-methyl-1H-pyrazole-5-carboxamido)-1H-pyrazol-5-yl)-2-methylcyclopentyl bicyclo[1.1.1]pentan-1-ylcarbamate